7-methoxy-1-(4-((4-(methoxycarbonyl)-2-(3-morpholinopropoxy)-6-nitrophenyl)amino)but-2-en-1-yl)-1H-benzo[d]imidazole-5-carboxylate COC1=CC(=CC2=C1N(C=N2)CC=CCNC2=C(C=C(C=C2[N+](=O)[O-])C(=O)OC)OCCCN2CCOCC2)C(=O)[O-]